CC(C)([C@H](C)N1C=NC2=C1C=C(C=C2)OC2=NC=C(C=C2)C(F)(F)F)O (3S)-2-methyl-3-(6-{[5-(trifluoromethyl)pyridin-2-yl]oxy}-1H-benzimidazol-1-yl)butan-2-ol